Cl.NC1=C2CN(C(C2=CC=C1)=O)C1C(N(C(CC1)=O)C(C)C)=O 3-(4-amino-1-oxoisoindolin-2-yl)-1-isopropylpiperidine-2,6-dione hydrochloride